C(CCCCCCCCCCCN=C=O)N=C=O dodecamethylene diisocyanate